CN(S(=O)(=O)C1=CC=C(C=C1)NC(C1=CC(=CC=C1)S(=O)(=O)N1C(CC2=CC=CC=C12)C)=O)C N-(4-(N,N-dimethylsulfamoyl)phenyl)-3-((2-methylindolin-1-yl)sulfonyl)benzamide